5-{4-carbamoyl-2-[cyclopropyl(1H-pyrazol-4-yl)amino]thiazol-5-yl}-1H-pyrrole C(N)(=O)C=1N=C(SC1C1=CC=CN1)N(C=1C=NNC1)C1CC1